S(=O)(=O)(O)O.NC(C(=O)NCCN1CCOCC1)C(CC)C 2-amino-3-methyl-N-(2-morpholinoethyl)-pentanamide monosulfate